tert-butyl (R)-3-(N-(2,2,2-trifluoro-1-(4-fluorophenyl)ethyl)sulfamoyl)-1H-pyrazolo[4,3-b]pyridine-1-carboxylate FC([C@@H](C1=CC=C(C=C1)F)NS(=O)(=O)C1=NN(C=2C1=NC=CC2)C(=O)OC(C)(C)C)(F)F